CC1=NC2=CC=CC=C2C(=N1)NC(C(=O)O)CC ((2-methylquinazolin-4-yl)amino)butanoic acid